C(CCCCC)OC1=C(C(=CC=C1)OCCCCCC)OCCCCCC 1,2,3-trihexyloxybenzene